(R or S)-N-(bis(4-chlorophenyl)methyl)-3-methyl-2-oxoimidazolidine-4-carboxamide ClC1=CC=C(C=C1)C(NC(=O)[C@@H]1N(C(NC1)=O)C)C1=CC=C(C=C1)Cl |o1:11|